FC1=C2C(NC(=NC2=CC(=C1)OCC1CCN(CC1)C1CCN(CC1)CC1=CC=C(C=C1)NC(OC(C)(C)C)=O)CSC1CCOCC1)=O tert-butyl (4-((4-(((5-fluoro-4-oxo-2-(((tetrahydro-2H-pyran-4-yl)thio)methyl)-3,4-dihydroquinazolin-7-yl)oxy)methyl)-[1,4'-bipiperidin]-1'-yl)methyl)phenyl)carbamate